2-(nonadecen-1-yl)-5-octadecyloxypyridine C(=CCCCCCCCCCCCCCCCCC)C1=NC=C(C=C1)OCCCCCCCCCCCCCCCCCC